N-[[(1S,3R)-3-[[5-[3-(cyclobutylamino)-6-oxo-pyridazin-1-yl]-2-pyridyl]amino]cyclopentyl]methyl]-3-methyl-isoxazole-5-carboxamide C1(CCC1)NC1=NN(C(C=C1)=O)C=1C=CC(=NC1)N[C@H]1C[C@H](CC1)CNC(=O)C1=CC(=NO1)C